2-(3,5-dichlorophenyl)-5,6,7,8-tetrahydro-10H-oxazolo[5,4-d]pyrido[1,2-a]pyrimidin-10-one ClC=1C=C(C=C(C1)Cl)C=1OC=2N=C3N(C(C2N1)=O)CCCC3